N=C(CCCSCCC(=O)OCCCCCCCCCCCC)NCC(=O)OCCCCCCCC dodecyl 3-((4-imino-4-((2-(octyloxy)-2-oxoethyl)amino)butyl)thio)propanoate